N-ethyl-2-(4-(4-methoxy-3-(N-(5-oxo-5,6,7,8-tetrahydro-1,6-naphthyridin-3-yl)sulfamoyl)phenyl)-1H-pyrazol-1-yl)acetamide C(C)NC(CN1N=CC(=C1)C1=CC(=C(C=C1)OC)S(NC=1C=NC=2CCNC(C2C1)=O)(=O)=O)=O